(R)-2-chloro-N-(3-fluoro-2-(trifluoromethyl)pyridin-4-yl)-8-methyl-8-(trifluoromethyl)-7,8-dihydro-6H-pyrazolo[1,5-a]pyrrolo[2,3-e]pyrimidine-6-carboxamide ClC1=NN2C(N=CC3=C2[C@@](CN3C(=O)NC3=C(C(=NC=C3)C(F)(F)F)F)(C(F)(F)F)C)=C1